C(CCC)N(C(CCCCCCCCCCCCCCCCC)=O)CCCC N,N-dibutyl-stearamide